tert-butyl 2,4-dichloro-5-oxo-7H-pyrrolo[3,4-d]pyrimidine-6-carboxylate ClC=1N=C(C2=C(N1)CN(C2=O)C(=O)OC(C)(C)C)Cl